(rac)-2-(4-fluoro-5-methyl-6-oxo-pyridazin-1-yl)-N-[4-methyl-3-[2-(4-sulfamoylphenyl)ethylsulfamoyl]phenyl]propanamide FC=1C=NN(C(C1C)=O)[C@@H](C(=O)NC1=CC(=C(C=C1)C)S(NCCC1=CC=C(C=C1)S(N)(=O)=O)(=O)=O)C |r|